2-(piperazin-1-yl)ethan-1-amine N1(CCNCC1)CCN